FC(C(=O)O)(F)F.C(C)(=O)N1CC(NCC1)C(=O)OC methyl 4-acetylpiperazine-2-carboxylate, trifluoroacetic acid salt